N,N-diallyl-dodecylamine C(C=C)N(CC=C)CCCCCCCCCCCC